BrC=1C=CC=C2C(C(NC12)=O)=O 7-bromoindoline-2,3-dione